(trans)-3-[[2-[(2,4-dimethoxyphenyl)methylamino]-5-methyl-pyrimidin-4-yl]amino]tetrahydropyran-4-carbonitrile COC1=C(C=CC(=C1)OC)CNC1=NC=C(C(=N1)N[C@@H]1COCC[C@H]1C#N)C